The molecule is a beta-D-galactosyl-(1->4)-beta-D-glucosyl-(1<->1')-N-acylsphingosine in which the acyl group specified is docosanoyl. It has a role as a mouse metabolite. It derives from a docosanoic acid. CCCCCCCCCCCCCCCCCCCCCC(=O)N[C@@H](CO[C@H]1[C@@H]([C@H]([C@@H]([C@H](O1)CO)O[C@H]2[C@@H]([C@H]([C@H]([C@H](O2)CO)O)O)O)O)O)[C@@H](/C=C/CCCCCCCCCCCCC)O